6-((2-((3R,4R)-3-Amino-4-fluoropiperidin-1-yl)-5-(trifluoromethoxy)-1H-benzo[d]imidazol-1-yl)methyl)nicotinonitril N[C@@H]1CN(CC[C@H]1F)C1=NC2=C(N1CC1=NC=C(C#N)C=C1)C=CC(=C2)OC(F)(F)F